ClC(C(C(C(C(C(I)(F)F)(F)F)(F)F)(F)F)(F)F)(F)F 1-Chloro-6-iodoperfluorohexane